C(\C=C/C(=O)OCC)(=O)OCC maleic acid, diethyl ester